FC(C(=O)NNC(=O)C1=CC(=C(CN(S(=O)(=O)C)C=2C=C(C=CC2)C)C=C1)F)F N-(4-(2-(2,2-difluoroacetyl)hydrazine-1-carbonyl)-2-fluorobenzyl)-N-(m-tolyl)methanesulfonamide